C(#N)C=1C=NC=2C3=C(N(CC2C1)C)C(=CC=C3)NC3=C(N=NC(=C3)NC(=O)C3CC3)C(=O)NC([2H])([2H])[2H] 4-((3-cyano-6-methyl-5,6-dihydrobenzo[h][1,6]naphthyridin-7-yl)amino)-6-(cyclopropanecarboxamido)-N-(methyl-d3)pyridazine-3-carboxamide